CN(C(=O)C=1C=C(C=CC1)C1=NOC(=N1)C(C)NC(=O)C1=CC(=NN1C)C(F)(F)F)C N-(1-(3-(3-(dimethylcarbamoyl)phenyl)-1,2,4-oxadiazol-5-yl)ethyl)-1-methyl-3-(trifluoromethyl)-1H-pyrazole-5-carboxamide